N,N-dimethyl-alpha-phenylphenylacetamide CN(C(C(C1=CC=CC=C1)C1=CC=CC=C1)=O)C